BrC=1C=CC(=C(NCCOCC(F)(F)F)C1)[N+](=O)[O-] 5-bromo-2-nitro-N-(2-(2,2,2-trifluoroethoxy)ethyl)aniline